tetraepoxycyclohexane C123C(C45C(CC1)(O4)O5)(O2)O3